C(C)OC(=O)C(=NOC(=[N+](C)C)N(C)C)C#N O-[(ethoxycarbonyl)cyano-methyleneamino]-N,N,N',N'-tetramethyluronium